OC1=C(C=CC(=C1)C(F)(F)F)C1=C(C=C(N=N1)N[C@H]1CN(CCC1)CC(=O)N1CCN(CC1)C(=O)OC(C)(C)C)C tert-butyl (R)-4-(2-(3-((6-(2-hydroxy-4-(trifluoromethyl)phenyl)-5-methylpyridazin-3-yl)amino)piperidin-1-yl)acetyl)piperazine-1-carboxylate